COC(CC)(CC)OC 3,3-dimethoxypentane